C(C)(C)OC1=C(C(=CC=C1)OC)SC=1C=CC=C(C1)C=1C(=CC=C2CCC(OC12)(C)C)OC 8-[5-(2-isopropoxy-6-methoxyphenyl)thiophenyl]-7-methoxy-2,2-dimethylchromane